C([C@@H](O)[C@H](O)C(=O)O)(=O)O.C(#N)C1=C(C=CC(=C1)C(F)(F)F)N1CCC(CC1)(C(=O)NC1CC(C1)N(C)C)C=1C=NC(=CC1)C=1N(C=CC1)C 1-[2-cyano-4-(trifluoromethyl)phenyl]-4-[6-(1-methyl-1H-pyrrol-2-yl)pyridin-3-yl]-N-[(1s,3s)-3-(dimethylamino)cyclobutyl]piperidine-4-carboxamide D-Tartarate